ClC=1C=C2C=C(NC2=CC1C1=NC=C(N=C1)OC)CNC([C@H](CC)OC)=O N-{[5-chloro-6-(5-methoxy-2-pyrazinyl)-2-indolyl]methyl}(S)-2-methoxybutyramide